2-(2-naphthyl)-2-methyl-4-trimethylsiloxy-5-amino-3(2H)-furanone C1=C(C=CC2=CC=CC=C12)C1(OC(=C(C1=O)O[Si](C)(C)C)N)C